(4-(difluoromethyl)phenyl)methylamine FC(C1=CC=C(C=C1)CN)F